ClC=1C=C2C(=CC1Cl)NC([C@]21CN(CC1)C(=O)C1CNCC1O)=O (3S)-5,6-dichloro-1'-[4-hydroxypyrrolidine-3-carbonyl]-1H-spiro[indol-3,3'-pyrrolidine]-2-one